5-(2-chloro-6-fluorophenyl)-1,6-dihydrobenzo[d]pyrazolo[3,4-f][1,3]diazepin ClC1=C(C(=CC=C1)F)C1=NC2=C(C3=C(N1)C=CC=C3)NN=C2